C[C@H]1C[C@H]2[C@@H](N(C1)C(=O)OC(C)(C)C)C1=C(O2)C=C(C=C1)OC(F)(F)F tert-butyl (3S,4aS,9bS)-3-methyl-7-(trifluoromethoxy)-3,4,4a,9b-tetrahydrobenzofuro[3,2-b]pyridine-1(2H)-carboxylate